2-(5-octyl-2-hydroxyphenyl)benzotriazole C(CCCCCCC)C=1C=CC(=C(C1)N1N=C2C(=N1)C=CC=C2)O